(R)-3-(2-isopropoxyphenyl)-1-((tetrahydro-2H-pyran-4-yl)methyl)piperazine C(C)(C)OC1=C(C=CC=C1)[C@@H]1CN(CCN1)CC1CCOCC1